N=P(N(C)C)(N(C)C)N(C)C imino-tris(dimethylamino)phosphorane